NC1=NC=NN2C1=C(C=C2C=2C=C(C(=O)N[C@@H]1CN(C[C@@H]1F)C(CC(F)(F)F)=O)C=CC2)C(F)(F)F 3-[4-Amino-5-(trifluoromethyl)pyrrolo[2,1-f][1,2,4]triazin-7-yl]-N-[(3R,4S)-4-fluoro-1-(3,3,3-trifluoropropanoyl)pyrrolidin-3-yl]benzamid